5-(5-(3-trifluoromethyl-4-(3-(diethylamino)propylamino)phenylamino)-1H-pyrazol-3-yl)thiophene-2-carbonitrile FC(C=1C=C(C=CC1NCCCN(CC)CC)NC1=CC(=NN1)C1=CC=C(S1)C#N)(F)F